ClC1=C(C=C(C=C1)F)C1NC(C2=C1C(=CC1=C(N(N=C21)C)CC(F)F)C2=C(C1=C(S2)C=C(C=C1)F)C(=O)N)=O [6-(2-chloro-5-fluorophenyl)-3-(2,2-difluoroethyl)-2-methyl-8-oxo-7,8-dihydro-6H-pyrrolo[4,3-g]indazol-5-yl]-6-fluorobenzo[b]thiophene-3-carboxamide